C(C)(C)(C)OC(=O)NC1CC(C1)N[C@@H](COC1=NC(=NC(=C1)C1=C(C=CC=C1C)C)NS(=O)(=O)C=1C=C(C(=O)O)C=CC1)CC(C(F)(F)F)(C)C 3-[[4-[(2R)-2-[[3-(tert-Butoxycarbonylamino)cyclobutyl]amino]-5,5,5-trifluoro-4,4-dimethyl-pentoxy]-6-(2,6-dimethylphenyl)pyrimidin-2-yl]sulfamoyl]benzoic acid